FC=1C=C(NC=2OC[C@](CN2)(F)CO)C=C(C1OC1=C2C(=NC=C1)NC=C2C2=CC(=C(C=C2)C(F)(F)F)OC)F |r| (+/-)-{2-[3,5-difluoro-4-({3-[3-methoxy-4-(trifluoromethyl)phenyl]-1H-pyrrolo[2,3-b]pyridin-4-yl}oxy)anilino]-5-fluoro-5,6-dihydro-4H-1,3-oxazin-5-yl}methanol